3-(4-chlorophenyl)-1-ethyl-8-(((2r,4r)-2-methyltetrahydro-2H-pyran-4-yl)methyl)-1,3,8-triazaspiro[4.5]decane-2,4-dione ClC1=CC=C(C=C1)N1C(N(C2(C1=O)CCN(CC2)C[C@H]2C[C@H](OCC2)C)CC)=O